(S)-3-((1R,3R)-1-(2,6-dichloro-3-(2-((3-fluoropropyl)amino)ethoxy)phenyl)-3-methyl-1,3,4,9-tetrahydro-2H-pyrido[3,4-b]indol-2-yl)-2-methylpropanoic acid ClC1=C(C(=CC=C1OCCNCCCF)Cl)[C@H]1N([C@@H](CC2=C1NC1=CC=CC=C21)C)C[C@@H](C(=O)O)C